C(C)(C)(C)OC(=O)N1CCN(CC1)C1=CC=C(C=C1)CN1CCN(CC1)C1=NC(=C(C=C1)C1=CN(C(C(=C1)C)=O)C)C(F)F 4-[4-[[4-[6-(difluoromethyl)-5-(1,5-dimethyl-6-oxo-3-pyridinyl)-2-pyridinyl]piperazin-1-yl]methyl]phenyl]piperazine-1-carboxylic acid tert-butyl ester